N-[2-(1H-indol-4-yl)ethyl]-2-[2-(cyclohexylamino)acetamido]benzamide N1C=CC2=C(C=CC=C12)CCNC(C1=C(C=CC=C1)NC(CNC1CCCCC1)=O)=O